ClC1=CC=C(C(=N1)C(=O)O)N[C@H](C)C1=NC(=CC(=C1)C)N1C(OC[C@@H]1CC1=CC2=CN(N=C2C=C1)C)=O 6-Chloro-3-(((R)-1-(4-methyl-6-((S)-4-((2-methyl-2H-indazol-5-yl)methyl)-2-oxooxazolidin-3-yl)pyridin-2-yl)ethyl)amino)picolinic acid